(Z)-2-((3-benzyl-5-(3-((tert-butyldimethylsilyl)oxy)-4-chlorophenyl)pyrazin-2-yl)amino)-3-(furan-2-yl)acrylic acid tert-butyl ester C(C)(C)(C)OC(/C(=C/C=1OC=CC1)/NC1=NC=C(N=C1CC1=CC=CC=C1)C1=CC(=C(C=C1)Cl)O[Si](C)(C)C(C)(C)C)=O